FC1=C(C=CC(=C1)C)C=1N(C(=CC1C(=O)NCCN1CCCC1)C1=C2C(=NC=C1)NC=C2)COCC[Si](C)(C)C 2-(2-fluoro-4-methylphenyl)-N-[2-(pyrrolidin-1-yl)ethyl]-5-(1H-pyrrolo[2,3-b]pyridin-4-yl)-1-{[2-(trimethylsilyl)ethoxy]methyl}-1H-pyrrole-3-carboxamide